5-chloro-8-methoxy-1-((4-methyl-1H-pyrazol-1-yl)methyl)-3,4-dihydro-isoquinoline ClC1=C2CCN=C(C2=C(C=C1)OC)CN1N=CC(=C1)C